(S)-2-((S)-2-acetamido-3-phenylpropanamido)-5,5-dimethylhexanoic acid C(C)(=O)N[C@H](C(=O)N[C@H](C(=O)O)CCC(C)(C)C)CC1=CC=CC=C1